4-(6-(4-((5-fluoropyridin-3-yl)methyl)-4-hydroxypiperidin-1-yl)pyridin-3-yl)-6-(2-hydroxy-2-methylpropoxy)pyrazolo[1,5-a]pyridine-3-carbonitrile FC=1C=C(C=NC1)CC1(CCN(CC1)C1=CC=C(C=N1)C=1C=2N(C=C(C1)OCC(C)(C)O)N=CC2C#N)O